[I-].[Mg+2].[I-] magnesium iodide